(2-chloro-4-isobutylsulfonyl-phenyl)azetidine ClC1=C(C=CC(=C1)S(=O)(=O)CC(C)C)N1CCC1